1-benzyl-3-(benzylthio)-1H-1,2,4-triazole C(C1=CC=CC=C1)N1N=C(N=C1)SCC1=CC=CC=C1